P(=O)(O)(O)O[C@@H]1[C@H](C(O)O[C@@H]([C@@H]1O)CO)N galactosamine 3-phosphate